ClC1=CC(=C(C=C1)C1(OCC(O1)C(=O)O)C)F 2-(4-Chloro-2-fluorophenyl)-2-methyl-1,3-dioxolane-4-carboxylic acid